(5,6,7,8-tetrahydronaphthalen-2-yl)boric acid C1=C(C=CC=2CCCCC12)OB(O)O